ClC1=NC=CC(=C1)C(O)(C1=CC=C(C=C1)C(C)C)C1(CN(C1)C)C (2-chloro-pyridin-4-yl)-(1,3-dimethyl-azetidin-3-yl)-(4-isopropyl-phenyl)-methanol